5-Amino-1-methyl-3-[2-[4-[3-(5-methyl-1,3,4-oxadiazol-2-yl)phenyl]piperazin-1-yl]ethyl]-8-thiazol-2-yl-[1,2,4]triazolo[5,1-f]purin-2-one NN1C=NC(=C2N3C(N=C12)N(C(N3C)=O)CCN3CCN(CC3)C3=CC(=CC=C3)C=3OC(=NN3)C)C=3SC=CN3